5-(4-butoxyphenoxy)carbonylamino-3-(1-hexyl-1,2,3,6-tetrahydropyridin-4-yl)-1H-indole C(CCC)OC1=CC=C(OC(=O)NC=2C=C3C(=CNC3=CC2)C=2CCN(CC2)CCCCCC)C=C1